C12CC(CC(CC1)N2)CCCN2OCCC2=O 2-(3-(8-azabicyclo[3.2.1]octan-3-yl)propyl)isoxazolidin-3-one